FC1=CC=C2C(=CNC2=C1)C1C(CCCC1)=O 2-[6-fluoro-(3-indolyl)]cyclohexanone